ICCC=CC=CCCCCCCCC 1-iodo-3,5-tetradecadiene